C(C1=CC=CC=C1)(C1=CC=CC=C1)N1CC2N(C(C1)C2)C(=O)C=2C=C1CN(C(C1=C(C2)F)=O)C2C(NC(CC2)=O)=O 3-(5-(3-benzhydryl-3,6-diazabicyclo[3.1.1]heptane-6-carbonyl)-7-fluoro-1-oxoisoindolin-2-yl)piperidine-2,6-dione